COC(NC1=NC=NC(=C1)N1N=CN=C1[C@H](C)NC(=O)OC(C)(C)C)=O methyl-N-[6-[5-[(1S)-1-(tert-butoxycarbonylamino)ethyl]-1,2,4-triazol-1-yl]pyrimidin-4-yl]carbamate